ClC=1C=CC=2N(C1)C(=CN2)C2=NC=CC(=N2)N2CC(NCC2)C=2C=NNC2 6-Chloro-3-[4-[3-(1H-pyrazol-4-yl)piperazin-1-yl]pyrimidin-2-yl]imidazo[1,2-a]pyridine